C(C1=CC=CC=C1)OC=1C(=C(C=2CC(CCC2C1)CNC(=O)OC(C)(C)C)F)N(S(NC(=O)OCC=C)(=O)=O)CC(=O)OC(C)(C)C tert-butyl {[3-(benzyloxy)-7-{[(tert-butoxycarbonyl)amino]methyl}-1-fluoro-5,6,7,8-tetrahydronaphthalen-2-yl]({[(prop-2-en-1-yl)oxy]carbonyl}sulfamoyl)amino}acetate